NC1=C(C(=CC=C1OCC1=CC=CC=C1)Br)O 2-amino-3-(benzyloxy)-6-bromophenol